(tert-butyl 4-(bis(4-methoxybenzyl) amino)-2-butoxy-6-(hydroxymethyl) pyrimidin-5-yl) carbamate C(N)(OC=1C(=NC(N(C1CO)C(C)(C)C)OCCCC)N(CC1=CC=C(C=C1)OC)CC1=CC=C(C=C1)OC)=O